[3-(methacrylamido)propyl]trimethylammonium chloride [Cl-].C(C(=C)C)(=O)NCCC[N+](C)(C)C